3-(2,2-difluorocyclopropyl)propanoic acid FC1(C(C1)CCC(=O)O)F